2-(5-chloro-2-oxo-2,3-dihydro-1H-indol-1-yl)-N-[1-(hydroxymethyl)propyl]acetamide ClC=1C=C2CC(N(C2=CC1)CC(=O)NC(CC)CO)=O